ClC1=CC=2N(C=C1)C=C(N2)C(=O)NC21CC(C2)(C1)C=1OC(=NN1)C1(CCC1)OC(F)(F)F 7-chloro-N-[3-[5-[3-cis-(trifluoromethoxy)cyclobutyl]-1,3,4-oxadiazol-2-yl]-1-bicyclo[1.1.1]pentanyl]imidazo[1,2-a]pyridine-2-carboxamide